COC1=C(CN(C=2OC3=C(C=NC=C3N3C[C@@H](OCC3)C(=O)N3[C@H](C4=CC=C(C=C4CC3)C(F)(F)F)C)N2)CC2=C(C=C(C=C2)OC)OC)C=CC(=C1)OC ((R)-4-(2-(bis(2,4-dimethoxybenzyl)amino)oxazolo[4,5-c]pyridin-7-yl)morpholin-2-yl)((S)-1-methyl-6-(trifluoromethyl)-3,4-dihydroisoquinolin-2(1H)-yl)methanone